4-(1-(1-acryloylpyrrolidin-3-yl)-5-aminoimidazo[1,5-c]pyrimidin-3-yl)-3-chloro-N-(4-(trifluoromethyl)pyridin-2-yl)benzamide C(C=C)(=O)N1CC(CC1)C=1N=C(N2C(=NC=CC21)N)C2=C(C=C(C(=O)NC1=NC=CC(=C1)C(F)(F)F)C=C2)Cl